C(=O)C1=CC=C2C(=N1)C=NC21COC1 formylspiro[oxetane-3,5'-pyrrolo[3,4-b]pyridine]